4-ethoxycarbonyl-2,2-difluorobicyclo[2.1.1]hexane-1-carboxylic acid C(C)OC(=O)C12CC(C(C1)(C2)C(=O)O)(F)F